C(#N)C(C)(C)/N=N/C(C#N)(C)C 2-[(E)-2-(1-cyano-1-methylethyl)diazen-1-yl]-2-methylpropanenitrile